C12C(O1)O2 diepoxyethane